4-((6-(azetidine-1-carbonyl)-[1,2,4]triazolo[1,5-a]pyridin-2-yl)amino)-6-chloro-N-methylpyridazine-3-carboxamide N1(CCC1)C(=O)C=1C=CC=2N(C1)N=C(N2)NC2=C(N=NC(=C2)Cl)C(=O)NC